(3-(4-methyl-6-((5-methyl-1H-pyrazol-3-yl)amino)pyrimidin-2-yl)-3,8-diazabicyclo[3.2.1]octane-8-yl)(4-(pyridin-3-yl)phenyl)methanone CC1=NC(=NC(=C1)NC1=NNC(=C1)C)N1CC2CCC(C1)N2C(=O)C2=CC=C(C=C2)C=2C=NC=CC2